N2,N4-Diphenylpyrimidin-2,4-diamine C1(=CC=CC=C1)NC1=NC=CC(=N1)NC1=CC=CC=C1